C(#N)OC1=CC=CC=C1 cyanooxybenzol